[Si](C)(C)(C(C)(C)C)O[C@H]1CC(N(C1)C(=O)OC(C)(C)C)=O tert-butyl (S)-4-((tert-butyldimethylsilyl)oxy)-2-oxopyrrolidine-1-carboxylate